BrC=1C(=C(C(=NC1C)NC#N)C#N)C N-(5-bromo-3-cyano-4,6-dimethylpyridin-2-yl)cyanamide